3-tert-Butyl-[1,2,4]oxadiazole-5-carboxylic acid ((S)-6-{2-[5-methyl-1-(tetrahydro-pyran-4-yl)-1H-pyrazol-4-yl]-3H-imidazo[4,5-b]pyridin-7-yl}-1,2,3,4-tetrahydro-naphthalen-1-yl)-amide CC1=C(C=NN1C1CCOCC1)C1=NC=2C(=NC=CC2C=2C=C3CCC[C@@H](C3=CC2)NC(=O)C2=NC(=NO2)C(C)(C)C)N1